C(C1=CC=CC=C1)OC1CC(C1)C1=CC=NC=2N1N=CC2F 7-(3-(benzyloxy)cyclobutyl)-3-fluoropyrazolo[1,5-a]pyrimidine